ClC=1C=C(C=C(C1)C(F)(F)F)NC(=O)N1C2CCC1CC=1C(=NC=CC12)F (±)-N-(3-chloro-5-(trifluoromethyl)phenyl)-1-fluoro-6,7,8,9-tetrahydro-5H-5,8-epiminocyclohepta[c]pyridine-10-carboxamide